The molecule is a diphenyldiazene compound having two amino substituents at the 2- and 4-positions and an aminosulphonyl substituent at the 4'-position. It was the first antibacterial drug, (introduced 1935) and the first of the sulfonamide antibiotics. It has a role as an antimicrobial agent and an antibacterial drug. It is a member of azobenzenes and a sulfonamide. It derives from a sulfanilamide. C1=CC(=CC=C1N=NC2=C(C=C(C=C2)N)N)S(=O)(=O)N